C1(CC1)N1C=C(C(C2=CC=C(C(=C12)OC)F)=O)C(=O)OCC ethyl 1-cyclopropyl-7-fluoro-8-methoxy-4-oxo-1,4-dihydroquinoline-3-carboxylate